N[C@H](C(=O)OC)CC1CCC1 methyl (S)-2-amino-3-cyclobutylpropanoate